(1,1-dioxidothiomorpholino)(2-methylquinolin-6-yl)methanone O=S1(CCN(CC1)C(=O)C=1C=C2C=CC(=NC2=CC1)C)=O